OCC1=NN2C(CN(CC2)C(=O)OC(C)(C)C)=C1I tert-butyl 2-(hydroxymethyl)-3-iodo-6,7-dihydro-4H-pyrazolo[1,5-a]pyrazine-5-carboxylate